C[Si]1(O[Si](O[Si](O1)(CCC(F)(F)F)C)(CCC(F)(F)F)C)CCC(F)(F)F trimethyl-tris(trifluoropropyl)cyclotrisiloxane